thiocyanoquinoxalinone S(C#N)C=1C(NC2=CC=CC=C2N1)=O